1-octyl acetate C(C)(=O)OCCCCCCCC